FC1=C(C(N)=N)C=C(C=C1)OC=1C(=C2C=CNC2=C(C1F)F)F 2-fluoro-5-((4,6,7-trifluoro-1H-indol-5-yl)oxy)benzimidamide